CS(=O)C1=NC=2C[C@]3(CCC2C(=N1)N1CCN(CC1)C(=O)OC(C)(C)C)CC1=CC=CC=C1CC3 tert-butyl 4-((2R)-2'-(methylsulfinyl)-3,4,5',8'-tetrahydro-1H,6'H-spiro[naphthalene-2,7'-quinazolin]-4'-yl)piperazine-1-carboxylate